PROPYL DISULFIDE C(CC)SSCCC